N-((5-chloro-6-(6-methoxypyridazin-3-yl)-1H-indol-2-yl)methyl)acetamide ClC=1C=C2C=C(NC2=CC1C=1N=NC(=CC1)OC)CNC(C)=O